CC(CC(C)(C)C)(C)C1=CC=C(C=C1)OC(N)=S thiocarbamic acid (4-(1,1,3,3-tetramethylbutyl) phenyl) ester